1-[6-[5-(2,6-diazaspiro[3.4]octan-6-yl)benzimidazol-1-yl]-3-tetrahydrofuran-2-yl-2-pyridyl]-5-methyl-pyrazole-3-carbonitrile C1NCC12CN(CC2)C2=CC1=C(N(C=N1)C1=CC=C(C(=N1)N1N=C(C=C1C)C#N)C1OCCC1)C=C2